NC1CCC(CC1)CC1C(CCCC1)N 2-((4-aminocyclohexyl)methyl)cyclohexane-1-amine